2-(2,6-Dichlorophenyl)-9-(4-(morpholine-4-carbonyl)phenyl)imidazo[2,1-f][1,6]naphthyridine-3-carboxamide ClC1=C(C(=CC=C1)Cl)C=1N=C2C=3C=C(C=NC3C=CN2C1C(=O)N)C1=CC=C(C=C1)C(=O)N1CCOCC1